(1s,4s)-4-(3-Chloroanilino)-2'-(3-methoxyphenyl)spiro[cyclohexane-1,1'-indene]-4-carboxylic acid ClC=1C=C(NC2(CCC3(C(=CC4=CC=CC=C34)C3=CC(=CC=C3)OC)CC2)C(=O)O)C=CC1